ClC1=CC=C2C(=CC(=NC2=C1Cl)N1[C@@H]([C@@H](CC1)O)C(=O)OC)N1C=NC=C1 methyl (2s,3r)-1-(7,8-dichloro-4-(1H-imidazol-1-yl) quinolin-2-yl)-3-hydroxypyrrolidine-2-carboxylate